OC1NC(C2=CC=CC(=C12)NS(=O)(=O)C1=CC(=CC=C1)C#CC1=CC=CC=C1)=O N-(3-hydroxy-1-oxoisoindolin-4-yl)-3-(phenylethynyl)benzenesulfonamide